6-bromo-1-(methyl-d3)pyridin-2(1H)-one BrC1=CC=CC(N1C([2H])([2H])[2H])=O